FC(C(CC1=C(C(N(N=C1)C=1C=NN(C1)C)=O)C(=O)N)O)F (3,3-difluoro-2-hydroxypropyl)-2-(1-methyl-1H-pyrazol-4-yl)-3-oxo-2,3-dihydropyridazine-4-carboxamide